C1(=CC=CC=C1)C(C1=CC=CC=C1)(O[PH2]=O)C1=CC=CC=C1 diphenyl-phosphinyloxytoluene